C(#N)[C@H](C[C@H]1C(NCC1)=O)NC(=O)[C@@H]1[C@H]2C([C@H]2CN1C(C(NC1(CC1)C(F)(F)F)=O)=O)(C)C (1R,2S,5S)-N-((S)-1-cyano-2-((S)-2-oxopyrrolidin-3-yl)ethyl)-6,6-dimethyl-3-(2-oxo-2-((1-(trifluoromethyl)cyclopropyl)amino)acetyl)-3-azabicyclo[3.1.0]hexane-2-carboxamide